α,α-diethyl-caproic acid C(C)C(C(=O)O)(CCCC)CC